C(C)(C)(C)[N+]#[C-] tertiary butyl isocyanide